2-(trifluoromethyl)pentanehydrazide FC(C(C(=O)NN)CCC)(F)F